2-[bis(2-methoxyethyl)amino]-5-chloro-7,8-dihydro-6H-spiro[[1,3]oxazolo[5,4-f]quinazoline-9,1'-cyclohexane]-7-one COCCN(C=1OC2=C3C(=C(C=C2N1)Cl)NC(NC31CCCCC1)=O)CCOC